C(C1=CC=CC=C1)N1CC=2C(N(C=3N=CC=CC3C2CC1)CC1=CC=C(C=C1)F)=O 3-benzyl-6-(4-fluorobenzyl)-2,3,4,6-tetrahydropyrido[3,4-c][1,8]naphthyridine-5(1H)-one